6-[2-(3,4-difluoro-2-methoxy-phenoxy)-5-fluoro-4-(trifluoromethyl)phenyl]-4-hydroxy-N,2-dimethyl-pyridine-3-sulfonamide FC=1C(=C(OC2=C(C=C(C(=C2)C(F)(F)F)F)C2=CC(=C(C(=N2)C)S(=O)(=O)NC)O)C=CC1F)OC